sodium monochloramine NCl.[Na]